tert-butyl (2-(2-(4-fluorophenyl)-6-(1-hydroxypropyl)pyridin-4-yl)propan-2-yl)carbamate FC1=CC=C(C=C1)C1=NC(=CC(=C1)C(C)(C)NC(OC(C)(C)C)=O)C(CC)O